[Si](C1=CC=CC=C1)(C1=CC=CC=C1)(C(C)(C)C)OCC[C@H](CCC)NC=1C2=C(N=C(N1)NC(=O)OC)C(=NN2CC=2C(=CC(=NC2)C(=O)OC)OC)I methyl (S)-5-((7-((1-((tert-butyldiphenylsilyl)oxy)hexan-3-yl)amino)-3-iodo-5-((methoxycarbonyl)amino)-1H-pyrazolo[4,3-d]pyrimidin-1-yl)methyl)-4-methoxypicolinate